FC=1C=C(C=C(C1)F)CC(C1=C(C=C2C(=N1)C=NN2COCC[Si](C)(C)C)C=2C=NC(=CC2)C(C)C)NC(OC(C)(C)C)=O tert-butyl (2-(3,5-difluorophenyl)-1-(6-(6-isopropylpyridin-3-yl)-1-((2-(trimethylsilyl)ethoxy)methyl)-1H-pyrazolo[4,3-b]pyridin-5-yl)ethyl)carbamate